BrC=1C=NN2C1N=C(N=C2NCC2=NN=C(N2)C2=CC=C(C=C2)OC(F)(F)F)N2CCOCC2 8-bromo-2-(morpholin-4-yl)-N-({5-[4-(trifluoromethoxy)phenyl]-4H-1,2,4-triazol-3-yl}methyl)pyrazolo[1,5-a][1,3,5]triazin-4-amine